4-bromo-7-(methoxy-d3)-2-methyl-2H-indazole BrC=1C2=CN(N=C2C(=CC1)OC([2H])([2H])[2H])C